CC(=O)N[C@@H]1[C@H]([C@@H]([C@H](O[C@H]1O)CO[C@H]2[C@@H]([C@H]([C@@H]([C@H](O2)CO[C@H]3[C@@H]([C@H]([C@@H]([C@H](O3)CO[C@H]4[C@@H]([C@H]([C@@H]([C@H](O4)CO[C@H]5[C@@H]([C@H]([C@@H]([C@H](O5)CO[C@H]6[C@@H]([C@H]([C@@H]([C@H](O6)CO[C@H]7[C@@H]([C@H]([C@@H]([C@H](O7)CO[C@H]8[C@@H]([C@H]([C@@H]([C@H](O8)CO[C@H]9[C@@H]([C@H]([C@@H]([C@H](O9)CO)O)O)NC(=O)C)O)O)NC(=O)C)O)O)NC(=O)C)O)O)NC(=O)C)O)O)NC(=O)C)O)O)NC(=O)C)O)O)NC(=O)C)O)O)NC(=O)C)O)O The molecule is an amino nonasaccharide consisting of nine (1->6)-linked N-acetyl-beta-D-glucosamine residues; a synthetic oligosaccharide version of poly(N-acetyl-beta-D-glucosamine) (PNAG). It contains a N-acetyl-beta-D-glucosaminyl group and a [6)-beta-D-GlcpNAc-(1->] residue.